thiadiazoleOne S1(N=NC=C1)=O